N1(CCNCCC1)C1=NC=C(C=N1)C1=NN(C2=CC=C(C=C12)O[C@H](C)C1=C(C=NC=C1Cl)Cl)C1OCCCC1 (2-(1,4-diazepan-1-yl)pyrimidin-5-yl)-5-((R)-1-(3,5-dichloropyridin-4-yl)ethoxy)-1-(tetrahydro-2H-pyran-2-yl)-1H-indazole